N-((5-(2,6-dioxopiperidin-3-yl)-4-oxo-5,6-dihydro-4H-thieno[3,4-c]pyrrol-1-yl)methyl)-2-(5-isopropylthiophen-2-yl)-2-oxoacetamide O=C1NC(CCC1N1CC=2C(C1=O)=CSC2CNC(C(=O)C=2SC(=CC2)C(C)C)=O)=O